C1(CC1)C=1C=NN2C1N=C(C=C2NCC2=CC=C(C=C2)C2=NC=CC=C2)N2CC(C2)O 1-(3-cyclopropyl-7-((4-(pyridin-2-yl)benzyl)amino)pyrazolo[1,5-a]pyrimidin-5-yl)azetidin-3-ol